C(CCC)[Sn](CCCC)CCCC tri-n-butyl-tin